FC=1C=C(C=CC1)CC=1C=CC(=NC1)NC(=O)C1=NC(=NC=C1)C N-{5-[(3-fluorophenyl)methyl]pyridin-2-yl}-2-methylpyrimidine-4-carboxamide